[({[(2R,3S,4R,5S)-5-(2-chloro-4-{hexahydro-1H-cyclopenta[c]pyrrol-2-yl}quinazolin-7-yl)-3,4-dihydroxyoxolan-2-yl]methoxy}(hydroxy)phosphoryl)methyl]phosphonic acid ClC1=NC2=CC(=CC=C2C(=N1)N1CC2C(C1)CCC2)[C@H]2[C@@H]([C@@H]([C@H](O2)COP(=O)(O)CP(O)(O)=O)O)O